ClC=1C=C2C(=CC1Cl)NC([C@]21CN(CC1)C1=NC=CN=C1)=O (S)-5,6-dichloro-1'-(pyrazin-2-yl)spiro[indoline-3,3'-pyrrolidin]-2-one